CC1(C(NC2=NC(=CC=C21)C2CCN(CC2)C(=O)OC(C)(C)C)=O)C tert-butyl 4-(3,3-dimethyl-2-oxo-2,3-dihydro-1H-pyrrolo[2,3-b]pyridin-6-yl)piperidine-1-carboxylate